5-[(4,5-dichloro-2-methoxyphenyl)methyl]pyridin-2-amine ClC1=CC(=C(C=C1Cl)CC=1C=CC(=NC1)N)OC